N4-[2-(isopropylsulfonyl)phenyl]-2,4-pyrimidinediamine C(C)(C)S(=O)(=O)C1=C(C=CC=C1)NC1=NC(=NC=C1)N